N-(5-(3-(2-methoxy-5-methylphenyl)ureido)benzo[d]thiazol-2-yl)-4-methylbenzenesulfonamide COC1=C(C=C(C=C1)C)NC(NC=1C=CC2=C(N=C(S2)NS(=O)(=O)C2=CC=C(C=C2)C)C1)=O